tert-butyl (1S,4S)-5-(4-((3-chloro-4-(difluoromethoxy)-2-fluorophenyl)amino)-7-fluoropyrido[3,2-d]pyrimidin-6-yl)-2,5-diazabicyclo[2.2.1]heptane-2-carboxylate ClC=1C(=C(C=CC1OC(F)F)NC=1C2=C(N=CN1)C=C(C(=N2)N2[C@@H]1CN([C@H](C2)C1)C(=O)OC(C)(C)C)F)F